3-[1-(2,6-dimethyl-3-pyridyl)-5-methyl-4-nitro-pyrazol-3-yl]oxy-2-fluoro-propan-1-ol CC1=NC(=CC=C1N1N=C(C(=C1C)[N+](=O)[O-])OCC(CO)F)C